BrC=1C=C(OCCO[Si](C)(C)C(C)(C)C)C=C(C1)C(F)(F)F (2-(3-bromo-5-(trifluoromethyl)phenoxy)ethoxy)(tert-butyl)dimethylsilane